C(C=C)(=O)O.C(C=C)(=O)O.C(C=C)(=O)O.C(C=C)(=O)O.C(C=C)(=O)O.OC[C@H](O)[C@@H](O)[C@H](O)[C@H](O)CO Sorbitol pentaacrylate